n-decyl-ammonium iodide [I-].C(CCCCCCCCC)[NH3+]